(1r,4r)-4-((4-(2-((2-ethyl-6-methylpyrimidin-4-yl)amino)pyrazolo[1,5-a]pyridin-5-yl)-6-methylpyridin-3-yl)oxy)cyclohexan-1-ol C(C)C1=NC(=CC(=N1)NC1=NN2C(C=C(C=C2)C2=C(C=NC(=C2)C)OC2CCC(CC2)O)=C1)C